C1(CC1)C(=O)NC1=CC(=C(N=N1)C(=O)NC([2H])([2H])[2H])NC1=C(C(=CC=C1)C1=NN(N=C1)C1COC1)OC 6-cyclopropaneamido-4-({2-methoxy-3-[2-(oxetan-3-yl)-2H-1,2,3-triazol-4-yl]phenyl}amino)-N-(2H3)methylpyridazine-3-carboxamide